BrC1=CC(=C(C=C1)NS(=O)(=O)C1=CC=C(C=C1)C)C#C N-(4-bromo-2-ethynylphenyl)-4-methylbenzenesulfonamide